C(C)(C)N(C(C)C)[SiH3] (di-isopropylamino)silane